tetramethyl-16-(2,3,5,6-tetrafluorobenzyl)-1,4,7,11,14-pentaazacyclooctadecane CC1C(N(CCC(CNCCNCCCNCCN1)CC1=C(C(=CC(=C1F)F)F)F)C)(C)C